4-methyl-6-(4-methyl-1H-imidazol-1-yl)pyridin CC1=CC=NC(=C1)N1C=NC(=C1)C